O1C2=C(C=C1)C=C1C=C3OC=CC3=CC1=C2 Naphtho[2,3-b:6,7-b']difuran